3-fluoro-2,2-dimethylpropanal FCC(C=O)(C)C